3-(Acrylamidomethyl)-N-methyl-4-(3-(trifluoromethyl)benzyloxy)benzamide C(C=C)(=O)NCC=1C=C(C(=O)NC)C=CC1OCC1=CC(=CC=C1)C(F)(F)F